ClC=1C=C2C(=NC=NC2=CC1C1=NC(=CC2=CC=CC=C12)C(C(=O)N)O)N1CCNCC1 [1-[6-chloro-4-(piperazin-1-yl)quinazolin-7-yl]isoquinolin-3-yl]-2-hydroxyacetamide